[N+](=O)([O-])N[N+](=O)[O-] dinitrylamine